ClC1=C(C(=C2C=NN(C2=C1)C1OCCCC1)C1=C(C=C2C(=NC(=NC2=C1F)F)N1CCOCC(C1)(O)C)F)C 4-(7-(6-chloro-5-methyl-1-(tetrahydro-2H-pyran-2-yl)-1H-indazol-4-yl)-2,6,8-trifluoroquinazolin-4-yl)-6-methyl-1,4-oxaazepan-6-ol